tert-butyl 3-(pyridin-2-yl)-2,5-dihydro-1H-pyrrole-1-carboxylate N1=C(C=CC=C1)C=1CN(CC1)C(=O)OC(C)(C)C